Carbonic acid ((2R,3S,5R)-5-(6-amino-2-fluoro-9H-purin-9-yl)-2-ethynyl-3-((((5-methyl-2-oxo-1,3-dioxolyl-4-yl) methoxy) carbonyl) oxy) tetrahydrofuran-2-yl) methyl ester COC(O[C@]1(O[C@H](C[C@@H]1OC(=O)OC=C1OC(OC1C)=O)N1C2=NC(=NC(=C2N=C1)N)F)C#C)=O